C\C=C\C1=CC=CC=C1 trans-beta-methylstyrene